4-(5-aminopentylamino)-2-(2,6-dioxo-3-piperidyl)isoindoline-1,3-dione NCCCCCNC1=C2C(N(C(C2=CC=C1)=O)C1C(NC(CC1)=O)=O)=O